FC1(CC(C1)(O)C1=CC=2C(=NC(=CC2)C2=CC=3N(N=C2)C=C(N3)C)S1)F 3,3-difluoro-1-(6-(2-methylimidazo[1,2-b]pyridazin-7-yl)thieno[2,3-b]pyridin-2-yl)cyclobutanol